Cl.NC[C@H](C1=CC(=CC(=C1)F)Cl)NC(=O)C=1N=CN(C1)C1=NC(=NC=C1C)NC1CCOCC1 (S)-N-(2-amino-1-(3-chloro-5-fluorophenyl)ethyl)-1-(5-methyl-2-((tetrahydro-2H-pyran-4-yl)amino)-pyrimidin-4-yl)-1H-imidazole-4-carboxamide hydrochloride salt